5-(3-methoxyphenyl)-2,4-pentadienoate COC=1C=C(C=CC1)C=CC=CC(=O)[O-]